8-[3'-(dibenzothiophene-4-yl)biphenyl-3-yl]naphtho[1',2':4,5]furo[3,2-d]pyrimidine C1=CC=C(C=2SC3=C(C21)C=CC=C3)C=3C=C(C=CC3)C3=CC(=CC=C3)C3=C2C(=NC=N3)C3=C(O2)C=CC=2C=CC=CC23